2-(4-Difluoromethoxyphenyl)quinoline FC(OC1=CC=C(C=C1)C1=NC2=CC=CC=C2C=C1)F